2-(3-isopropyl-2-(2-methylpyridin-4-yl)-1H-indol-5-yl)-5-(1-isopropylpiperidin-3-yl)-1,3,4-oxadiazole C(C)(C)C1=C(NC2=CC=C(C=C12)C=1OC(=NN1)C1CN(CCC1)C(C)C)C1=CC(=NC=C1)C